1-(2-Bromo-5-chlorophenyl)-N,N-dimethylmethylamine BrC1=C(C=C(C=C1)Cl)CN(C)C